CC1(C=CNC(OC1)=O)C 6,6-dimethyl-1,3-oxazepin-2-one